2-(BUTYLAMINO)PROPANOIC ACID C(CCC)NC(C(=O)O)C